1-N-nonyl-2-pyrrolidone C(CCCCCCCC)N1C(CCC1)=O